C1(=CC=CC=C1)C1=C2C=CC=CC2=C(C2=CC=CC=C12)C=1C2=CC=CC=C2C(=C2C=CC=CC12)C1=CC=CC=C1 10,10'-diphenyl-9,9'-bianthracene